(S)-imino({[(3S)-1-(8-methoxyquinazolin-4-yl)pyrrolidin-3-yl]methyl})methyl-λ6-sulfanone N=[S@](=O)(C)C[C@@H]1CN(CC1)C1=NC=NC2=C(C=CC=C12)OC